ClC=1C=CC=C2C(NC(=NC12)C1=CC=C(C=C1)Cl)C(=O)O 8-chloro-2-(4-chlorophenyl)-3,4-dihydroquinazoline-4-carboxylic acid